9-(6-(3-(dimethylamino)propoxy)pyridin-3-yl)-3-methyl-1-((3S,5R)-3,4,5-trimethylpiperazin-1-yl)pyrazolo[1,5-c]quinazolin-2(3H)-one CN(CCCOC1=CC=C(C=N1)C1=CC=2C=3N(C=NC2C=C1)N(C(C3N3C[C@@H](N([C@@H](C3)C)C)C)=O)C)C